N-(5-(3,5-difluorobenzyl)-1H-indazol-3-yl)-4-(4-(1-(2-(2,4-dioxotetrahydropyrimidin-1(2H)-yl)benzyl)piperidin-4-yl)piperazin-1-yl)-2-((tetrahydro-2H-pyran-4-yl)amino)benzamide FC=1C=C(CC=2C=C3C(=NNC3=CC2)NC(C2=C(C=C(C=C2)N2CCN(CC2)C2CCN(CC2)CC2=C(C=CC=C2)N2C(NC(CC2)=O)=O)NC2CCOCC2)=O)C=C(C1)F